3-(6-(2-fluoro-4-(pyridin-2-yloxy)phenyl)quinazolin-8-yl)pyrrolidin FC1=C(C=CC(=C1)OC1=NC=CC=C1)C=1C=C2C=NC=NC2=C(C1)C1CNCC1